methyl 4-[[(1S)-1-[(4-bromophenyl)methyl]-2-methoxy-2-oxo-ethyl]carbamoyl]-3,5-dichloro-benzoate BrC1=CC=C(C=C1)C[C@@H](C(=O)OC)NC(=O)C1=C(C=C(C(=O)OC)C=C1Cl)Cl